C12N(CC(CC1)C2)CC(=O)NC=2C=C(C(=NC2)C)NC(=O)C=2C=NN1C2C=NC(=C1)C1=CC(=C(C=C1)C#N)F N-(5-(2-(2-azabicyclo[2.2.1]heptan-2-yl)acetamido)-2-methylpyridin-3-yl)-6-(4-cyano-3-fluorophenyl)pyrazolo[1,5-a]pyrazine-3-carboxamide